7-(amino(3-(dimethylamino)phenyl)methyl)-5-methylquinolin-8-ol NC(C1=CC(=C2C=CC=NC2=C1O)C)C1=CC(=CC=C1)N(C)C